8,9-EPOXYCEDRANE CC1CCC2C13CC(C2(C)C)C4(C(C3)O4)C